tert-butyl (6-chloropyrimidin-4-yl)(2-(2-cyano-7-fluoro-1H-indol-1-yl)ethyl)carbamate ClC1=CC(=NC=N1)N(C(OC(C)(C)C)=O)CCN1C(=CC2=CC=CC(=C12)F)C#N